C(CCCC(C)C)[NH3+] isoheptyl-ammonium